ethyl 7-chloro-6-methoxy-1,5-naphthyridine-3-carboxylate ClC1=C(N=C2C=C(C=NC2=C1)C(=O)OCC)OC